(2S)-2-((tert-butoxycarbonyl)amino)-2-(4-chlorocyclohexyl)acetic acid C(C)(C)(C)OC(=O)N[C@H](C(=O)O)C1CCC(CC1)Cl